C1(=CC(=CC=C1)N1C(OCC1)=O)C m-tolyloxazolidin-2-one